NC1=NN2C(N=CC=C2)=C1C(=O)N 2-aminopyrazolo[1,5-a]pyrimidine-3-carboxamide